COC(C(C(C1=CC=C(C2=C1SC=C2)OCCC=2N=C(OC2C([2H])([2H])[2H])C2=CC=CC=C2)O)OC)=O.COCOC2=C(C=CC(=C2)OCCCCCCCC)C(=O)C2=CC=CC=C2 (2-methoxymethyloxy-4-octyloxyphenyl)(phenyl)methanone methyl-3-hydroxy-2-methoxy-3-(4-(2-(5-(methyl-d3)-2-phenyloxazol-4-yl)ethoxy)benzo[b]thiophen-7-yl)propanoate